N-[(3S,4S)-1-methyl-3-methyl-4-piperidyl]-6-{3-[4-(N-2,2,2-trifluoroethylcarbamoyl)-2-anisidino]-1-propynyl}-1-(2,2,2-trifluoroethyl)-1H-1,3-benzimidazole-4-carboxamide CN1C[C@@H]([C@H](CC1)NC(=O)C1=CC(=CC=2N(C=NC21)CC(F)(F)F)C#CCNC=2C(OC)=CC=C(C2)C(NCC(F)(F)F)=O)C